((3R)-3-((2-(3-Azabicyclo[3.1.0]hexane-3-carbonyl)-4-bromo-6-nitrophenyl)amino)piperidin-1-yl)(Isoquinolin-4-yl)methanone C12CN(CC2C1)C(=O)C1=C(C(=CC(=C1)Br)[N+](=O)[O-])N[C@H]1CN(CCC1)C(=O)C1=CN=CC2=CC=CC=C12